C(C)OC(CCCCC1=NC2=C(N1C1=CC=CC3=CC=CC=C13)C=CC(=C2)F)=O (S)-Ethyl-5-(5-fluoro-1-(naphthalene-1-yl)-1H-benzo[d]imidazole-2-yl)pentanoate